fluoro-dimethyl-silicon F[Si](C)C